ClC=1C(=NC(=NC1)NC1CCOCC1)C1=CC=C2CN(C(C2=C1)=O)[C@@H](C(=O)N[C@H](CO)C1=C(C=CC(=C1)OC)F)C (2R)-2-(6-{5-chloro-2-[(oxacyclohex-4-yl)amino]pyrimidin-4-yl}-1-oxo-2,3-dihydro-1H-isoindol-2-yl)-N-[(1S)-1-(2-fluoro-5-methoxyphenyl)-2-hydroxyethyl]propionamide